ClC=1C(NC=2C=C(C=NC2C1C)C(=O)OC)=O methyl 7-chloro-8-methyl-6-oxo-5H-1,5-naphthyridine-3-carboxylate